N1(CCC1)CC1(CC1)NC(=O)C1(CC1)N1C=CC=2C1=NC=CC2Cl N-(1-(azetidin-1-ylmethyl)cyclopropyl)-1-(4-chloro-1H-pyrrolo[2,3-b]pyridin-1-yl)cyclopropane-1-carboxamide